CN1C(C2=CC=C(C=C2C1=O)NC(NC1=CC=CC=C1)=O)=O 3-(2-methyl-1,3-dioxo-2,3-dihydro-1H-isoindol-5-yl)-1-phenyl-urea